4-(3-chloro-5-fluoro-phenoxy)indan-1-one ClC=1C=C(OC2=C3CCC(C3=CC=C2)=O)C=C(C1)F